Aminopiperidinyl-Amide N[N-]N1CCCCC1